isopropyl (4-(5-(2-(cyclopropylsulfonyl)-4-((5-methyl-1H-pyrazol-3-yl)amino)phenyl)thiophen-2-yl)cyclohex-3-en-1-yl)carbamate C1(CC1)S(=O)(=O)C1=C(C=CC(=C1)NC1=NNC(=C1)C)C1=CC=C(S1)C1=CCC(CC1)NC(OC(C)C)=O